C(CCCCCCCCC=C)O undec-10-en-ol